6-Chloro-1-methyl-8-(1-pyridin-2-ylmethyl-1H-pyrazol-4-yl)-9H-pyrido[3,4-b]indole ClC=1C=C2C3=C(NC2=C(C1)C=1C=NN(C1)CC1=NC=CC=C1)C(=NC=C3)C